quinolin-3-ylmethanamine N1=CC(=CC2=CC=CC=C12)CN